Ethyl 6-[(2-fluorophenyl) methyl]-9-[4-(trifluoromethyl) phenyl]-9H-carbazole-3-carboxylate FC1=C(C=CC=C1)CC=1C=C2C=3C=C(C=CC3N(C2=CC1)C1=CC=C(C=C1)C(F)(F)F)C(=O)OCC